(E)-(6,10-dimethylundeca-1,5,9-trien-2-yl)cyclopropane C\C(=C/CCC(=C)C1CC1)\CCC=C(C)C